cyclopropyl-[rac-(5S,7S)-5-(3-chloro-2-pyridinyl)-7-fluoro-6,7-dihydro-5H-pyrrolo[1,2-b][1,2,4]triazol-2-yl]methanone C1(CC1)C(=O)C=1N=C2N(N1)[C@@H](C[C@@H]2F)C2=NC=CC=C2Cl |r|